N-(4-(((tert-butyldimethylsilyl)oxy)methyl)phenyl)-5-nitro-[2,4'-bipyridin]-6-amine [Si](C)(C)(C(C)(C)C)OCC1=CC=C(C=C1)NC1=C(C=CC(=N1)C1=CC=NC=C1)[N+](=O)[O-]